N,N,N',N'-tetraethylsilanediamine C(C)N([SiH2]N(CC)CC)CC